C(C)OC1=CC=C(C=C1)NC(=O)N p-ethoxyphenyl-urea